BrC1=CC=2[C@@](C3=C(NC2N=C1)CC(CC3=O)(C)C)(C3=CC=CC=C3)C (5S)-3-bromo-5,8,8-trimethyl-5-phenyl-9,10-dihydro-7H-benzo[b][1,8]naphthyridin-6-one